1-{4-[(2,6-dichlorobenzyl)oxy]phenyl}-4,4,4-trifluorobutane-1,3-dione ClC1=C(COC2=CC=C(C=C2)C(CC(C(F)(F)F)=O)=O)C(=CC=C1)Cl